8-((4-((4-fluorophenyl)((tetrahydrofuran-3-yl)methyl)amino)cyclohexyl)(methyl)amino)-5-methyl-6-oxo-5,6-dihydro-1,5-naphthyridine-2,7-dicarbonitrile FC1=CC=C(C=C1)N(C1CCC(CC1)N(C1=C(C(N(C=2C=CC(=NC12)C#N)C)=O)C#N)C)CC1COCC1